creatine (anhydride) O=C(CN(C)C(N)=N)OC(=O)CN(C)C(N)=N